NC(C(=O)N1CC2=C(N=C(N=C2OC2=C(C=C(C#N)C=C2C)C)NC2=CC=C(C=C2)C#N)CC1)CC1=CN=CN1 4-((6-(2-amino-3-(1H-imidazol-5-yl)propionyl)-2-((4-cyanophenyl)amino)-5,6,7,8-tetrahydropyrido[4,3-d]pyrimidin-4-yl)oxy)-3,5-dimethylbenzonitrile